NC1=C(C(=O)N[C@H]2CCC3=CC(=CC=C23)N2C(=NC=3C2=NC(=CC3)N3N=CC=C3)C=3C(=NC=CC3)N)C=C(C(=C1)OCC1=CC=CC=C1)CO (S)-2-amino-N-(5-(2-(2-aminopyridin-3-yl)-5-(1H-pyrazol-1-yl)-3H-imidazo[4,5-b]pyridin-3-yl)-2,3-dihydro-1H-inden-1-yl)-4-(benzyloxy)-5-(hydroxymethyl)benzamide